2-(6-Chloro-benzothiazol-2-ylamino)-1-(2-methoxy-ethyl)-1H-benzoimidazole-5-carboxylic acid [2-(4-hydroxymethyl-piperidin-1-yl)-2-oxo-ethyl]-amide OCC1CCN(CC1)C(CNC(=O)C1=CC2=C(N(C(=N2)NC=2SC3=C(N2)C=CC(=C3)Cl)CCOC)C=C1)=O